C(C)OCC(COCC)OCC 1,2,3-triethoxy-propane